(S)-2-((((9H-fluoren-9-yl)methoxy)carbonyl)amino)-3-(4-(3-oxo-3,4-dihydro-2H-benzo[b][1,4]oxazin-6-yl)phenyl)propanoic acid C1=CC=CC=2C3=CC=CC=C3C(C12)COC(=O)N[C@H](C(=O)O)CC1=CC=C(C=C1)C1=CC2=C(OCC(N2)=O)C=C1